methyl (E)-3-(3-(N-((4-(3-methyl-1,2,4-oxadiazol-5-yl)bicyclo[2.2.2]octan-1-yl)methyl)cyclohexanecarboxamido)phenyl)acrylate CC1=NOC(=N1)C12CCC(CC1)(CC2)CN(C(=O)C2CCCCC2)C=2C=C(C=CC2)/C=C/C(=O)OC